5-[(2S)-2-[(2R,5R)-5-[2-[4-(5-chloropyrimidin-2-yl)piperazin-1-yl]-2-oxoethyl]oxolan-2-yl]pyrrolidin-1-yl]-4-(trifluoromethyl)-2,3-dihydropyridazin-3-one ClC=1C=NC(=NC1)N1CCN(CC1)C(C[C@H]1CC[C@@H](O1)[C@H]1N(CCC1)C1=C(C(NN=C1)=O)C(F)(F)F)=O